3-{3-ethyl-4-[(2-methyl-4-pyrimidinyl)oxy]phenyl}-1-[5-(trifluoromethyl)-3-pyridinyl]-2,4-imidazolidinedione C(C)C=1C=C(C=CC1OC1=NC(=NC=C1)C)N1C(N(CC1=O)C=1C=NC=C(C1)C(F)(F)F)=O